8-(2,3-dichlorophenyl)-4-oxo-1,4-dihydro-1,5-naphthyridine-3-carboxylic acid ethyl ester C(C)OC(=O)C1=CNC2=C(C=CN=C2C1=O)C1=C(C(=CC=C1)Cl)Cl